6-[2-[3-azabicyclo[3.1.0]hexan-6-yl]-8-methoxy-imidazo[1,2-a]pyridin-6-yl]-8-(difluoromethyl)-2-methyl-imidazo[1,2-b]pyridazine C12CNCC2C1C=1N=C2N(C=C(C=C2OC)C=2C=C(C=3N(N2)C=C(N3)C)C(F)F)C1